C(#N)C=1C=C(CC(C(=O)N)(C)C)C=CC1C (3-cyano-4-methylbenzyl)isobutyramide